NC1=NC=CC2=CC=C(C=C12)C=1C=C2C(=NNC2=CC1)C(=O)NCC1=CC(=NC=C1)OC 5-(1-aminoisoquinolin-7-yl)-N-((2-methoxypyridin-4-yl)methyl)-1H-indazole-3-carboxamide